ClC1=CC=C(OCC(=O)NC2C(CN(CC2)CCOC2=CC=C(C=C2)Cl)O)C=C1 2-(4-Chlorophenoxy)-N-(1-(2-(4-chlorophenoxy)ethyl)-3-hydroxypiperidin-4-yl)acetamid